4,4'-dinitro-1,1'-biphenyl-2,2'-dimethanol [N+](=O)([O-])C=1C=C(C(=CC1)C=1C(=CC(=CC1)[N+](=O)[O-])CO)CO